FC(C(=O)O)(F)F.FC1=C(C=CC(=C1)F)S(=O)(=O)NC=1C(=NC=C(C1)C=1N=CC2=CC=CC(=C2C1)N1CCNCC1)OC 2,4-Difluoro-N-(2-methoxy-5-(5-(piperazin-1-yl)isoquinolin-3-yl)pyridin-3-yl)benzenesulfonamide trifluoroacetate